C12(CC3CC(CC(C1)C3)C2)C2=CC=C(CN3CCN(CC3)CC=3C=C1C(N(C(C1=CC3)=O)N3C(NC(CC3)=O)=O)=O)C=C2 5-((4-(4-((3r,5r,7r)-adamantan-1-yl)benzyl)piperazin-1-yl)methyl)-2-(2,4-dioxotetrahydropyrimidin-1(2H)-yl)isoindoline-1,3-dione